ClC1=C(C=CC(=C1)OCCN1CCNCC1)C=1N(C2=NC=NC(=C2N1)OC1(CC1)C)CC1=NC=CC(=C1)OC 8-(2-chloro-4-(2-(piperazin-1-yl)ethoxy)phenyl)-9-((4-methoxypyridin-2-yl)methyl)-6-(1-methylcyclopropoxy)-9H-purine